tert-butyl 4-[(2-amino-5-tetrahydropyran-4-yl-3-pyridyl)amino]piperidine-1-carboxylate NC1=NC=C(C=C1NC1CCN(CC1)C(=O)OC(C)(C)C)C1CCOCC1